cis-3-hexenyl acetate (cis-hex-3-enyl acetate) C(C\C=C/CC)CC(=O)O.C(C)(=O)OCC\C=C/CC